ClC1=C(C=CC(=C1)C)S(=O)(=O)N1C[C@@H]([C@@](C1)(CO)O)OC=1C=CC(=NC1)C#N 5-(((3s,4r)-1-((2-chloro-4-methylphenyl)sulfonyl)-4-hydroxy-4-(hydroxymethyl)pyrrolidin-3-yl)oxy)-pyridine-2-carbonitrile